OC1=CC=C2[C@H]([C@@](OCC2=C1)(C1=CC=CC=C1)C)C1=CC=C(C=C1)N1CCC(CC1)C=O 1-(4-((3R,4R)-7-hydroxy-3-methyl-3-phenylisochroman-4-yl)phenyl)piperidine-4-carbaldehyde